BrC=1C=CC2=C(C(=C(O2)C2=CC=CC=C2)C2=CC=CC=C2)C1 5-bromo-2,3-diphenylbenzofuran